The molecule is a polycyclic ether comprising a linear sequence of sequence of six trans-fused six-, seven- and eight-membered oxacycles. It has a role as a hapten. It is a polycyclic ether and a cyclic acetal. C1C=CCO[C@H]2[C@H]1O[C@@H]3C[C@H]4[C@@H](C=C[C@H]5[C@H](O4)C/C=C\\[C@H]6[C@H](O5)COC(O6)CC(=O)O)O[C@H]3[C@@H]2O